6-but-3-enyl-4-[3-methyl-7-(morpholine-4-carbonyl)benzimidazol-5-yl]-1H-pyrrolo[2,3-c]pyridin-7-one C(CC=C)N1C(C2=C(C(=C1)C1=CC3=C(N=CN3C)C(=C1)C(=O)N1CCOCC1)C=CN2)=O